ClC1=CC(=C(C=C1)N1C(C(=C(C(=C1C)C)C1=CC(=C(C=C1)Cl)Cl)C(=O)OC)=O)F methyl 1-(4-chloro-2-fluoro-phenyl)-4-(3,4-dichlorophenyl)-5,6-dimethyl-2-oxo-pyridine-3-carboxylate